butyl-5',8-dichloro-4-(3-methoxyphenyl)-2'-oxo-4H-spiro[cyclopenta[c]benzopyran-1,3'-indoline]-2-carbonitrile C(CCC)N1C(C2(C3=CC(=CC=C13)Cl)C(=CC=1C(OC3=C(C12)C=C(C=C3)Cl)C3=CC(=CC=C3)OC)C#N)=O